3-ethynyldibenzo[b,d]thiophene C(#C)C=1C=CC2=C(SC3=C2C=CC=C3)C1